(R)-1-(2-((3'-((2-(difluoromethyl)pyrido[3,2-d]pyrimidin-4-yl)amino)-2,2'-dimethyl-[1,1'-biphenyl]-3-yl)carbamoyl)-4,5,6,7-tetrahydropyrazolo[1,5-a]pyridin-4-yl)piperidine FC(C=1N=C(C2=C(N1)C=CC=N2)NC=2C(=C(C=CC2)C2=C(C(=CC=C2)NC(=O)C2=NN1C([C@@H](CCC1)N1CCCCC1)=C2)C)C)F